C(=O)(OCC1C2=CC=CC=C2C2=CC=CC=C12)N[C@@H](CCCCN=[N+]=[N-])C(=O)O Fmocazidolysine